C(C)P([O-])(=O)CC.[Sn+4].C(C)P([O-])(=O)CC.C(C)P([O-])(=O)CC.C(C)P([O-])(=O)CC tin diethylphosphinate